7-(4-(6-(benzyloxy)-3,4-dihydronaphthalen-1-yl)-3-methoxyphenyl)-2-(dimethoxymethyl)-7-azaspiro[3.5]nonane C(C1=CC=CC=C1)OC=1C=C2CCC=C(C2=CC1)C1=C(C=C(C=C1)N1CCC2(CC(C2)C(OC)OC)CC1)OC